C(CCC)OC(\C(\C)=C\C(=O)O)=O.FC=1C=NN(C1)C1=CC=C(C=N1)[C@@H](C)NC(=O)C1CCC(CC1)(C1=NC(=CC(=C1)C)NC1=NNC(=C1)C)O (1R,4S)-N-((S)-1-(6-(4-fluoro-1H-pyrazol-1-yl)pyridin-3-yl)ethyl)-4-hydroxy-4-(4-methyl-6-((5-methyl-1H-pyrazol-3-yl)amino)pyridin-2-yl)cyclohexanecarboxamide monon-butyl-mesaconate